N1C2(C=CC=C1)N=C1C=CC=CC1=C2 indolespiro-pyridine